(3-cyclopentadienyl)zirconium dichloride [Cl-].[Cl-].C1=CC(=CC1)[Zr+2]